C(C)(=O)O.[Si](OC)(OC)(OC)O trimethyl silicate acetate